8-benzyl-10-(dihydroxynaphthyl)-10H-9-oxa-10-phosphaphenanthrene-10-oxide C(C1=CC=CC=C1)C=1C=CC=C2C=3C=CC=CC3P(OC12)(C1=C(C(=CC2=CC=CC=C12)O)O)=O